FC(CN(C1=NC=2N(C3=CC=C(C=C13)F)C(=NN2)C)C2=CC(=CC(=C2)C#CC(C)(C)OC)F)F N-(2,2-difluoroethyl)-7-fluoro-N-(3-fluoro-5-(3-methoxy-3-methylbut-1-yn-1-yl)phenyl)-1-methyl-[1,2,4]triazolo[4,3-a]quinazolin-5-amine